(3-amino-phenyl)-(4-propoxy-phenyl)-methanol NC=1C=C(C=CC1)C(O)C1=CC=C(C=C1)OCCC